O=C1NC(=NC=C1)C(=O)O 3,4-DIHYDRO-4-OXO-2-PYRIMIDINECARBOXYLIC ACID